C1(=CC=CC=C1)CCN1CCNCC1 4-(2-phenylethyl)piperazine